[(5-chloro-3-pyridyl-amino)methyl]thiazole-5-carboxylic acid ClC=1C=C(C=NC1)NCC=1SC(=CN1)C(=O)O